3-[5-[4-(dimethylamino)-1-piperidinyl]pyrimidin-2-yl]-N-[(R)-(5-fluoro-2-hydroxy-phenyl)-(1H-indol-2-yl)methyl]-5-methyl-benzamide CN(C1CCN(CC1)C=1C=NC(=NC1)C=1C=C(C(=O)N[C@@H](C=2NC3=CC=CC=C3C2)C2=C(C=CC(=C2)F)O)C=C(C1)C)C